2-[4-[5-amino-4-carbamoyl-1-[(1S)-2,2,2-trifluoro-1-methyl-ethyl]pyrazol-3-yl]phenyl]acetic acid NC1=C(C(=NN1[C@H](C(F)(F)F)C)C1=CC=C(C=C1)CC(=O)O)C(N)=O